C[C@@H]1N(C[C@H](N(C1)C(C)C=1C=NN(C1C(F)(F)F)C)C)C=1C2=C(N(C(C1)=O)C)N(C(=N2)CC#N)C 2-(7-((2S,5R)-2,5-dimethyl-4-(1-(1-methyl-5-(trifluoromethyl)-1H-pyrazol-4-yl)ethyl)piperazin-1-yl)-3,4-dimethyl-5-oxo-4,5-dihydro-3H-imidazo[4,5-b]pyridin-2-yl)acetonitrile